2-((3-(((3-fluoropyridin-2-yl)methyl)amino)-1,1-dioxido-4H-benzo[e][1,2,4]thiadiazin-5-yl)oxy)benzonitrile FC=1C(=NC=CC1)CNC1=NS(C2=C(N1)C(=CC=C2)OC2=C(C#N)C=CC=C2)(=O)=O